ClC=1C=C(C=CC1C(N(CC)CC)=O)NC1CN(C1)C(=O)[O-] 3-((3-chloro-4-(diethylcarbamoyl)phenyl)amino)azetidine-1-carboxylate